FC1CN2C(CCC2(C1)C([2H])([2H])O)=O 6-fluoro-7a-(hydroxymethyl-d2)hexahydro-3H-pyrrolizin-3-one